2-(4-trifluoromethylphenyl)toluene FC(C1=CC=C(C=C1)C1=C(C)C=CC=C1)(F)F